NC1=C2C(=NC=N1)N(N=C2C2=CC=C(C=C2)OC2=CC=CC=C2)C2CCN(CC2)C(CNC)=O 1-(4-(4-amino-(4-phenoxyphenyl)-1H-pyrazolo[3,4-d]pyrimidin-1-yl)piperidin-1-yl)-2-(methylamino)ethanone